FC(OC1=C(C(=C(C=C1)C1=CN=C2N1C=CN=C2NC2=CC(=C(C(=O)N1CCN(CC1)C(=O)OC(C)(C)C)C=C2)CC)F)F)F tert-Butyl 4-(4-((3-(4-(difluoromethoxy)-2,3-difluorophenyl)imidazo[1,2-a]pyrazin-8-yl)amino)-2-ethylbenzoyl)piperazine-1-carboxylate